3-(4-hydroxy-3-methylphenyl)-3-(4-(trifluoromethoxy)phenyl)-7-(trifluoromethyl)indol-2-one OC1=C(C=C(C=C1)C1(C(NC2=C(C=CC=C12)C(F)(F)F)=O)C1=CC=C(C=C1)OC(F)(F)F)C